9-hydroxy-6-(methoxymethoxy)-8,8,11a-trimethyl-3-phenyl-7a,8,9,10,11,11a-hexahydro-1H,7H-pyrano[2,3-c]xanthen-1-one OC1CCC2(OC=3C4=C(C=C(C3CC2C1(C)C)OCOC)OC(=CC4=O)C4=CC=CC=C4)C